(S)-methyl 2-amino-4-chlorosulfonylbutyrate hydrochloride Cl.N[C@H](C(=O)OC)CCS(=O)(=O)Cl